4-methoxybenzyl 3-((3aR,7aS)-1-benzyl-3,3-difluorohexahydro-1H-pyrrolo[3,2-c]pyridin-5(6H)-yl)-2,2-dimethylpropionate C(C1=CC=CC=C1)N1CC([C@@H]2CN(CC[C@@H]21)CC(C(=O)OCC2=CC=C(C=C2)OC)(C)C)(F)F